2-hydroxy-1,3,4-thiadiazole OC=1SC=NN1